N-(4-aminophenyl)-2-(4-methylpiperazin-1-yl)acetamide NC1=CC=C(C=C1)NC(CN1CCN(CC1)C)=O